C1(=CC=CC=C1)CS(=O)(=O)OC1=C(OC(C1=O)C1=CC=C(C=C1)Cl)N 2-amino-5-(4-chlorophenyl)-4-oxo-4,5-dihydrofuran-3-yl phenylmethanesulfonate